C1(CC1)NC1=NC2=NC(=NC=C2N1)CCO cyclopropylaminopurineethanol